FC=1C=C(C(=O)NC=2SC(=CN2)C2=CC(=CC=C2)N2CCCC2)C=C(C1O)/C=N/N1CCOCC1 (E)-3-fluoro-4-hydroxy-5-((morpholinoimino)methyl)-N-(5-(3-(pyrrolidin-1-yl)phenyl)thiazol-2-yl)benzamide